7-chloro-1-methyl-N-{spiro[2.3]hexan-5-yl}pyrrolo[2,3-c]pyridine-2-carboxamide ClC=1N=CC=C2C1N(C(=C2)C(=O)NC2CC1(CC1)C2)C